COC=1C(=C2C=CNC2=C(C1)C)CN1C(CCCC1)C1=C(C=C(C(=O)O)C=C1)N1CCCC1 4-{1-[(5-methoxy-7-methyl-1H-indol-4-yl)methyl]piperidin-2-yl}-3-(pyrrolidin-1-yl)benzoic acid